(3R)-1-[(2R)-2-[[4-(2-chloro-4-fluoro-phenyl)-7-quinolyl]oxy]propanoyl]-3-methyl-piperidine ClC1=C(C=CC(=C1)F)C1=CC=NC2=CC(=CC=C12)O[C@@H](C(=O)N1C[C@@H](CCC1)C)C